1-(3-fluoropyridin-2-yl)ethan-1-ol FC=1C(=NC=CC1)C(C)O